N[C@@H]1[C@@H]2CC[C@H](C1)N2C(=O)C=2C=CC(=C(C2)C2=CC(=C(C=C2)C#N)F)C=2C=C1C=NN(C1=CC2F)CC(C)(C)O |o1:1,2,5| 5'-((1S,2S,4R)-Rel-2-amino-7-azabicyclo[2.2.1]heptan-7-carbonyl)-3-fluoro-2'-(6-fluoro-1-(2-hydroxy-2-methylpropyl)-1H-indazol-5-yl)-[1,1'-biphenyl]-4-carbonitril